FC1=C(C(=CC=C1O)F)B(O)O 2,6-DIFLUORO-3-HYDROXYPHENYLBORONIC ACID